CC=1SC(=CN1)[C@](C)(C#CC1=CC(=CC=C1)B1OC(C(O1)(C)C)(C)C)O (S)-2-(2-methylthiazol-5-yl)-4-(3-(4,4,5,5-tetramethyl-1,3,2-dioxaborolan-2-yl)phenyl)but-3-yn-2-ol